C1NCC12CCCN(C2)C(=O)OC(C)(C)C tert-butyl 2,8-diazaspiro[3.5]nonane-8-carboxylate